1-(2-amino-6-bromophenyl)ethane-1-one NC1=C(C(=CC=C1)Br)C(C)=O